OCCN(C(C(C)(C)C)=O)CCO N,N-bis(2-hydroxyethyl)pivaloamide